2-(methyl(2-oxo-2-((2-(2-pyridyl)-1-(phenyl)ethyl)amino)ethyl)amino-2-oxoethyl)acetamide CC(C(=O)NCC(NC(CC1=NC=CC=C1)C1=CC=CC=C1)=O)CC(=O)N